Rac-cis-(3S,4R)-1,4-dimethylpyrrolidin-3-ol CN1C[C@H]([C@@H](C1)C)O |r|